6-((benzyloxy)methyl)-2-phenyl-1,3-oxazinane C(C1=CC=CC=C1)OCC1CCNC(O1)C1=CC=CC=C1